N-[amino({[5-(3-chlorophenyl)-1,3-oxazol-2-yl]methyl}sulfanyl)methylidene]guanidine NC(=NC(=N)N)SCC=1OC(=CN1)C1=CC(=CC=C1)Cl